phosphorus(II) bromide [P](Br)Br